C(C)OCC(=O)[O-].CN(CCC[NH3+])C 3-(Dimethylamino)-1-propylammonium Ethoxyacetate